8-(5-([1,2,4]triazolo[1,5-a]pyridin-6-yl)-1H-pyrrolo[2,3-b]pyridin-4-yl)-2,8-diazaspiro[4.5]decan-1-one N=1C=NN2C1C=CC(=C2)C=2C(=C1C(=NC2)NC=C1)N1CCC2(CCNC2=O)CC1